NC[C@H](CO)CC1CC1 |r| (+/-)-2-(aminomethyl)-3-cyclopropylpropan-1-ol